4-methyl-N-(5-(5-methyl-1,2,4-oxadiazol-3-yl)-2,3-dihydro-1H-inden-1-yl)thiazole-2-carboxamide CC=1N=C(SC1)C(=O)NC1CCC2=CC(=CC=C12)C1=NOC(=N1)C